OC[C@@H](CN1C2(C3=CC=CC=C3C1)CCC(CC2)=O)C 2'-[(2R)-3-hydroxy-2-methyl-propyl]spiro[cyclohexane-4,1'-isoindoline]-1-one